Isopropylpyridinium cobalt (II) [Co+2].C(C)(C)[N+]1=CC=CC=C1